FC1=C(C=CC=C1)C1=C(C=NN1)I 5-(2-fluorophenyl)-4-iodo-1H-pyrazole